FC1=CC=C(C=C1)C=1C(C(=CN(C1)C1CC1)C(=O)O)=O 5-(4-fluorophenyl)-1-cyclopropyl-4-oxo-1,4-dihydropyridine-3-carboxylic acid